3-ethyl-6-[(4-{2-methyl-6-[(pyrrolidin-1-yl)carbonyl]pyridin-3-yl}piperazin-1-yl)methyl]-1H-thieno[3,2-d]pyrimidine-2,4-dione C(C)N1C(NC2=C(C1=O)SC(=C2)CN2CCN(CC2)C=2C(=NC(=CC2)C(=O)N2CCCC2)C)=O